N-((R)-1-hydroxybutan-2-yl)-8-(4-(trifluoromethyl)cyclohex-1-en-1-yl)quinoline-3-carboxamide OC[C@@H](CC)NC(=O)C=1C=NC2=C(C=CC=C2C1)C1=CCC(CC1)C(F)(F)F